C(C)(C)C1CO1 2-isopropyl-epoxyethane